C1(CC1)C1CN(CCO1)C(=O)NC=1C=NC=C(C1)NC1=NC=C(C=C1)C1=CC=C(C=C1)N1C(CCC1)=O 2-cyclopropyl-N-(5-((5-(4-(2-oxo-pyrrolidin-1-yl)-phenyl)pyridin-2-yl)amino)pyridin-3-yl)morpholine-4-carboxamide